(R)-2-(((2-bromo-3-fluoropyridin-4-yl)methyl)amino)-3-(tert-butoxy)-2-methylpropionic acid tert-butyl ester C(C)(C)(C)OC([C@](COC(C)(C)C)(C)NCC1=C(C(=NC=C1)Br)F)=O